O=C1NC(CCC1N1C(C2=CC=C(C=C2C1)C=1N=NN(C1)C1=CC=CC(=N1)CN(C(OC(C)(C)C)=O)C)=O)=O tert-butyl ((6-(4-(2-(2,6-dioxopiperidin-3-yl)-1-oxoisoindolin-5-yl)-1H-1,2,3-triazol-1-yl)pyridin-2-yl)methyl)(methyl)carbamate